N-(2-((1r,3r,5r,7r)-adamantan-2-ylamino)ethyl)-5-(3-chloro-phenyl)-1-(2,4-dichlorophenyl)-4-methyl-1H-pyrazole-3-carboxamide C12C(C3CC(CC(C1)C3)C2)NCCNC(=O)C2=NN(C(=C2C)C2=CC(=CC=C2)Cl)C2=C(C=C(C=C2)Cl)Cl